6-((3-Chlorobenzyl)thio)-9H-purin ClC=1C=C(CSC2=C3N=CNC3=NC=N2)C=CC1